O=S1(CC(C1)C1CCN(CC1)C1=C(C=C(C=C1F)NC(OCC1=CC=CC=C1)=O)F)=O benzyl (4-(4-(1,1-dioxidothietan-3-yl)piperidin-1-yl)-3,5-difluorophenyl)carbamate